2-{[(1S)-1-{4-[3-(4-acryloylpiperazin-1-yl)oxetan-3-yl]phenyl}ethyl]amino}-8-(propan-2-yl)pyrido[2,3-d]pyrimidin-7(8H)-on C(C=C)(=O)N1CCN(CC1)C1(COC1)C1=CC=C(C=C1)[C@H](C)NC=1N=CC2=C(N1)N(C(C=C2)=O)C(C)C